BrC=1N=C(C(=NC1)OC1CN(CC1)C(C)=O)C(F)(F)F 1-(3-(5-bromo-3-(trifluoromethyl)pyrazin-2-yloxy)pyrrolidin-1-yl)ethanone